FC1([C@@H]([C@H](CCC1)N1CCN(CC1)C(C)C)NC(CC=1C(=C(C=C(C1)F)C1=CC(=CC(=C1)F)F)F)=O)F N-((1R,6S)-2,2-difluoro-6-(4-isopropylpiperazin-1-yl)cyclohexyl)-2-(2,3',5,5'-tetrafluoro-[1,1'-biphenyl]-3-yl)acetamide